NC1(CCN(CC1)C=1N=C2SC(=NN2C1CO)SC1=C(C(=CC=C1)Cl)Cl)C (6-(4-amino-4-methylpiperidin-1-yl)-2-((2,3-dichlorophenyl)thio)imidazo[2,1-b][1,3,4]thiadiazol-5-yl)methanol